4-chloro-N,N-dimethylthieno[3,2-c]pyridine-2-carboxamide ClC1=NC=CC2=C1C=C(S2)C(=O)N(C)C